((1-(5-((2-chloro-3-((piperidin-4-ylmethyl) amino) phenyl) thio) pyrazin-2-yl)-4-methylpiperidin-4-yl) methyl) carbamate C(N)(OCC1(CCN(CC1)C1=NC=C(N=C1)SC1=C(C(=CC=C1)NCC1CCNCC1)Cl)C)=O